C(C)(=O)NC1=CC=C(C=C1)N1C=C(C(C2=CC(=C(C=C12)N1[C@H](CCC1)COC1=NC=CC=C1)F)=O)C(=O)O (R)-1-(4-acetamidophenyl)-6-fluoro-4-oxo-7-(2-((pyridin-2-yloxy)methyl)pyrrolidin-1-yl)-1,4-dihydro-quinoline-3-carboxylic acid